C(C1=CC=CC=C1)N(CCC(=O)NS(=O)(=O)C)C=1SC(=C(N1)C1=CC(=C(C=C1)Cl)Cl)CC(C)C 3-(benzyl(4-(3,4-dichlorophenyl)-5-isobutylthiazol-2-yl)amino)-N-(methylsulfonyl)propanamide